N-[1-[1-(2,6-dibenzyloxy-3-pyridyl)-3-methyl-2-oxo-benzimidazol-4-yl]-4-piperidinyl]-N-methyl-carbamic acid tert-butyl ester C(C)(C)(C)OC(N(C)C1CCN(CC1)C1=CC=CC=2N(C(N(C21)C)=O)C=2C(=NC(=CC2)OCC2=CC=CC=C2)OCC2=CC=CC=C2)=O